C(C)(C)(C)OC(=O)N1C(=CC2(CC(C2)(F)F)CC1)C1=CC=CC=C1 2,2-difluoro-6-phenyl-7-azaspiro[3.5]non-5-ene-7-carboxylic acid tert-butyl ester